FC(C=1C=C(C=CC1)NC1=CC=C(C=C1)C=1C=C2C=NC=NC2=C(C1)C=1C=C(C=CC1)NC(C=C)=O)(F)F N-(3-(6-(4-((3-(trifluoromethyl)phenyl)amino)phenyl)quinazolin-8-yl)phenyl)acrylamide